nickel hydroxycobalt methyl-(3S)-5-fluoro-3-[[(2S)-2-[[(2S)-3-methyl-2-(phenylmethoxycarbonylamino)butanoyl]amino]propanoyl]amino]-4-Oxopentanoate COC(C[C@@H](C(CF)=O)NC([C@H](C)NC([C@H](C(C)C)NC(=O)OCC1=CC=CC=C1)=O)=O)=O.O[Co].[Ni]